N-(3-(N-(4-chlorophenyl)sulfamoyl)phenyl)-3-(1H-tetrazol-1-yl)benzamide ClC1=CC=C(C=C1)NS(=O)(=O)C=1C=C(C=CC1)NC(C1=CC(=CC=C1)N1N=NN=C1)=O